COC=1N=C2C(=C3C(=NC2=CC1OCCCN1CCCC1)CCC3)NC3CCOCC3 2-methoxy-N-(oxan-4-yl)-3-[3-(pyrrolidin-1-yl)propoxy]-6H,7H,8H-cyclopenta[b]1,5-naphthyridin-9-amine